BrC(=O)OCC(C(C)C)C 2,3-dimethylbutyl bromoformate